CC1(CCCCC1)OC(=O)C1CCC2C3C(CC(C12)C3)OC(=O)C3C1C=CC(C3)C1 5-(1-(1-methylcyclohexyloxycarbonyl)-octahydro-4,7-methanoindene-5-yloxycarbonyl)-bicyclo[2.2.1]hept-2-ene